C1(=CC=CC=C1)P1(C2=C(C3=CC=CC=C13)C=CC=C2)=O 5-phenylbenzo[b]phosphindole 5-oxide